N-(3-fluoropiperidin-4-yl)acetamide, trifluoroacetic acid salt FC(C(=O)O)(F)F.FC1CNCCC1NC(C)=O